OCCCCCCCCCC(=O)O 10-HYDROXYDECANOIC ACID